(2S)-N-[(2S,3R)-4-[(3s)-3-(tert-butylcarbamoyl)-decahydroisoquinolin-2-yl]-3-hydroxy-1-phenylbutan-2-yl]-2-(quinolin-2-ylformamido)butanediamide C(C)(C)(C)NC(=O)[C@H]1N(CC2CCCCC2C1)C[C@H]([C@H](CC1=CC=CC=C1)NC([C@H](CC(=O)N)NC(=O)C1=NC2=CC=CC=C2C=C1)=O)O